C(C)N(C(COC(F)(F)F)=O)C=1C(=C(C=CC1F)NC(C1=CC=CC=C1)=O)F N-(3-(N-ethyl-2-(trifluoromethoxy)acetamido)-2,4-difluorophenyl)benzamide